m-[2-amino-6-(1-{[6-(cyclopentylmethoxymethyl)-2-pyridinyl]methyl}-1H-1,2,3-triazol-4-yl)-4-pyrimidinyl]benzonitrile NC1=NC(=CC(=N1)C=1C=C(C#N)C=CC1)C=1N=NN(C1)CC1=NC(=CC=C1)COCC1CCCC1